CC(=O)C(C1=CC=CC=C1)O The molecule is a secondary alpha-hydroxy ketone that is benzene which is substituted by a 1-hydroxy-2-oxopropyl group at position 1. It is a secondary alpha-hydroxy ketone, a member of benzenes and a methyl ketone.